2-(7-bromo-1-isopropyl-4-oxo-1,4-dihydrocinnolin-3-yl)-N-(pyrimidin-4-yl)acetamide BrC1=CC=C2C(C(=NN(C2=C1)C(C)C)CC(=O)NC1=NC=NC=C1)=O